N-hydroxyphthalic acid amide ONC(C=1C(C(=O)O)=CC=CC1)=O